3-(1,1-difluoro-2-hydroxyethyl)-2-fluorobenzene FC(CO)(F)C=1C(=CC=CC1)F